3-(3-((1-(4-((3R,5R)-5-((5-bromo-1-methyl-6-oxo-1,6-dihydropyridazin-4-yl)amino)-1-methylpiperidin-3-yl)phenyl)piperidin-4-yl)oxy)phenyl)piperidine-2,6-dione BrC1=C(C=NN(C1=O)C)N[C@@H]1C[C@@H](CN(C1)C)C1=CC=C(C=C1)N1CCC(CC1)OC=1C=C(C=CC1)C1C(NC(CC1)=O)=O